CN(C(=O)C1=C(N=C(S1)NC(CCNC1=NC=CC2=CC=C(C=C12)C1=NOC(=N1)C)=O)C)CCC N,4-dimethyl-2-[3-[[7-(5-methyl-1,2,4-oxadiazol-3-yl)-1-isoquinolinyl]amino]propionylamino]-N-propyl-thiazole-5-carboxamide